C(C(C)C)OC(C(=O)OCC(C)C)C Isobutyl 2-isobutoxypropanoate